CC(CCCCC(CC(C(=O)[O-])CC)CC)(C)C 4-trimethylpentyl-2-ethylhexanoate